rac-ethyl 2-(6-bromo-4-chloro-2H-indazol-2-yl)-2-((R)-fluoro-3-thioxo-2,5,6,7-tetrahydro-3H-pyrrolo[1,2-c]imidazol-1-yl)acetate BrC=1C=C(C2=CN(N=C2C1)[C@@H](C(=O)OCC)C1=C2N(C(N1F)=S)CCC2)Cl |r|